2-amino-1-(2-(4-bromophenoxy)ethyl)-7-methoxy-1H-benzimidazole-5-carboxamide NC1=NC2=C(N1CCOC1=CC=C(C=C1)Br)C(=CC(=C2)C(=O)N)OC